C(C)C=1C=C2C=CC=NC2=C(C1)C(=O)NC 6-ethyl-N-methylquinoline-8-carboxamide